COC(=O)C=1C=C2C=C(N(C2=CC1)C)C1=CC=2C(=NC(=CC2)OC)N1CC1CC1 2-(1-(cyclopropylmethyl)-6-methoxy-1H-pyrrolo[2,3-b]pyridin-2-yl)-1-methyl-1H-indole-5-carboxylic acid methyl ester